FC=1C(=C(C=CC1)CC(C)N)OC (3-fluoro-2-methoxyphenyl)propan-2-amine